N-(5-((2-(3,3-dimethylazetidin-1-yl)ethyl)carbamoyl)-2-methylpyridin-3-yl)-2-(pyridin-3-yl)pyrazolo[5,1-b]thiazole-7-carboxamide CC1(CN(C1)CCNC(=O)C=1C=C(C(=NC1)C)NC(=O)C=1C=NN2C1SC(=C2)C=2C=NC=CC2)C